CN1C(NC([C@@]12CN([C@@H](C2)C(=O)N)C([C@@H](N(C([C@@H](NC(C(F)(F)F)=O)C)=O)C)CC(C)C)=O)=O)=O (5R,8S)-1-methyl-7-(N-methyl-N-((2,2,2-trifluoroacetyl)-L-alanyl)-L-leucyl)-2,4-dioxo-1,3,7-triazaspiro[4.4]nonane-8-carboxamide